Cl.BrC=1C=NC=CC1 3-Bromopyridin Hydrochlorid